(Z)-4-(4-((5-cyclopropyl-3-(2-(trifluoromethoxy)phenyl)isoxazol-4-yl)methoxy)-3,3-difluoropiperidin-1-yl)-N'-hydroxybenzimidamide C1(CC1)C1=C(C(=NO1)C1=C(C=CC=C1)OC(F)(F)F)COC1C(CN(CC1)C1=CC=C(/C(/N)=N/O)C=C1)(F)F